FC(C=1N=C2N(CCCC2)C1C(=O)O)F 2-(difluoromethyl)-5,6,7,8-tetrahydroimidazo[1,2-a]pyridine-3-carboxylic acid